N-[3-[[2-Chloro-4-[[5-(2,3-difluoro-4-methoxyphenyl)-1-methylimidazol-2-carbonyl]amino]benzoyl]amino]cyclobutyl]-4-hydroxypiperidin-4-carboxamid ClC1=C(C(=O)NC2CC(C2)NC(=O)C2(CCNCC2)O)C=CC(=C1)NC(=O)C=1N(C(=CN1)C1=C(C(=C(C=C1)OC)F)F)C